CC1(CC(=O)OC1)C 3,3-dimethyl-butyrolactone